ClC1=C(C=C2C=C(N=CC2=C1)NC(=O)[C@@H]1[C@H](C1)OCC)C1CCN(CC1)[C@]1(COC[C@H]1O)C (1S,2S)-N-(7-chloro-6-(1-((3S,4S)-4-hydroxy-3-methyltetrahydrofuran-3-yl)piperidin-4-yl)isoquinolin-3-yl)-2-ethoxycyclopropane-1-carboxamide